CN(CCN(CCN(CCN(C)C)C)C)C N,N,N',N'',N''',N'''-hexamethyltriethylene-tetraamine